C(CCCCCCCCCCCCCCCCC)NC(\C=C\C(=O)O)=O N-n-octadecyl-fumaric acid amide